(3R,10S,14S)-1-[(1r,4S)-4-(aminomethyl)cyclohexyl]-3-[(1-methoxynaphthalen-2-yl)methyl]-1,4,12-trioxo-2,5,11,13-tetraazahexadecane-10,14,16-tricarboxylic acid NCC1CCC(CC1)C(N[C@@H](C(NCCCC[C@H](NC(N[C@@H](CCC(=O)O)C(=O)O)=O)C(=O)O)=O)CC1=C(C2=CC=CC=C2C=C1)OC)=O